5-((2-(4-((3-(cyanomethyl)-5-methylbenzyl)amino)butoxy)ethyl)amino)benzo[c][2,6]naphthyridine C(#N)CC=1C=C(CNCCCCOCCNC2=NC3=C(C4=CN=CC=C24)C=CC=C3)C=C(C1)C